tert-butyl 6-amino-5-fluoro-3,4-dihydroisoquinoline-2(1H)-carboxylate NC=1C(=C2CCN(CC2=CC1)C(=O)OC(C)(C)C)F